BrC=1C=C2C(=C(N3CCCC(C1)=C32)C=3C(=NC=C(C3)N3CCOCC3)[C@H](C)OC)C=O 6-bromo-2-[2-[(1S)-1-methoxyethyl]-5-morpholino-3-pyridyl]-1-azatricyclo[6.3.1.04,12]dodeca-2,4,6,8(12)-tetraene-3-carbaldehyde